FC1=CC(=CC2=CN(N=C12)C)C1=CC=C2C=C(C=NC2=N1)N([C@@H]1CNCC1)C 7-(7-fluoro-2-methylindazol-5-yl)-N-methyl-N-[(3S)-pyrrolidin-3-yl]-1,8-naphthyridin-3-amine